Cl.CC=1C=CC=C2C=CC=C(C12)N1CC=2N=C(N=C(C2CC1)N1CCC(CC1)N)OC[C@H]1N(CCC1)C (S)-1-(7-(8-methylnaphthalen-1-yl)-2-((1-methylpyrrolidin-2-yl)methoxy)-5,6,7,8-tetrahydropyrido[3,4-d]Pyrimidin-4-yl)piperidin-4-amine hydrochloride